BrC=1C=C2C(=NN(C2=CC1)C)CO (5-bromo-1-methyl-1H-indazol-3-yl)methanol